methyl (2S)-2-(2-chloro-6-nitro-phenoxy)propanoate ClC1=C(O[C@H](C(=O)OC)C)C(=CC=C1)[N+](=O)[O-]